ethyl 2-(2-methoxyethoxy)thiazole-5-carboxylate COCCOC=1SC(=CN1)C(=O)OCC